2-aminothiophene-3,4-dicarboxylic acid ethyl ester C(C)OC(=O)C1=C(SC=C1C(=O)O)N